trans-8-((4-((cyclopropylmethyl)(4-fluoro-3-methylphenyl)amino)cyclohexyl)(methyl)amino)-5-methyl-6-oxo-5,6-dihydro-1,5-naphthyridine-2,7-dicarbonitrile C1(CC1)CN([C@@H]1CC[C@H](CC1)N(C1=C(C(N(C=2C=CC(=NC12)C#N)C)=O)C#N)C)C1=CC(=C(C=C1)F)C